CC=1C=C(C=CC1OC1=CC=CC=C1)NC(NC1=CC(=CC=C1)C)=O 3-(3-methyl-4-phenoxyphenyl)-1-(3-methylphenyl)urea